OCC(CO)(CO)NC(=O)C1=CN=C2N1C=C(C=C2)N2C(=NC1=C2CCC1)C1=NC(=CC=C1)C N-(1,3-dihydroxy-2-(hydroxymethyl)propan-2-yl)-6-(2-(6-methylpyridin-2-yl)-5,6-dihydro-cyclopenta[d]imidazol-1(4H)-yl)imidazo[1,2-a]pyridine-3-carboxamide